COC1=C(C=CC=C1C1=NN(C=N1)C)NC1=NC(=NC=C1C(=O)OCC)NC1=CC(=NN1C)C1=CC=CC=C1 Ethyl 4-(2-methoxy-3-(1-methyl-1H-1,2,4-triazol-3-yl)phenylamino)-2-(1-methyl-3-phenyl-1H-pyrazol-5-ylamino)pyrimidine-5-carboxylate